C(C(=C)C)(=O)OCC(C(C)OC(F)(F)F)C 3-(methacryloyloxymethyl)-2-trifluoromethyloxy-butane